ClC1=C(C=C(C=2C(=C3N(C12)CC[C@@H]3N[S@](=O)C(C)(C)C)I)OCC)Cl (R)-N-((S)-5,6-Dichloro-8-ethoxy-9-iodo-2,3-dihydro-1H-pyrrolo[1,2-a]indol-1-yl)-2-methylpropane-2-sulfinamide